2-Undecanal CC(CCCCCCCCC)=O